(2-Amino-6-chloropyridin-3-yl)methanol NC1=NC(=CC=C1CO)Cl